FC(CCN1CCC1)(F)F 1-(3,3,3-trifluoropropyl)azetidine